FC=1C=C(C=C(C1)F)C1CC=NN1C(=O)C1CCN(CC1)C1=NC=CC(=C1)C1=C(C=CC(=C1)OCCCC(C)(C)O)C (5-(3,5-difluorophenyl)-4,5-dihydro-1H-pyrazol-1-yl)(1-(4-(5-((4-hydroxy-4-methylpentyl)oxy)-2-methylphenyl)pyridin-2-yl)piperidin-4-yl)methanone